C(C)(=O)OCCC(CCC)SC(C)=O 3-ACETYLMERCAPTOHEXYL ACETATE